NC1=NC=NN2C1=C(C=C2C=2C(=C(C(=O)N[C@@H]1CN(C[C@@H]1F)C(C(C)(C)C)=O)C=CC2)F)C(F)(F)F 3-[4-amino-5-(trifluoromethyl)pyrrolo[2,1-f][1,2,4]triazin-7-yl]-N-[(3R,4S)-1-(2,2-dimethylpropanoyl)-4-fluoropyrrolidin-3-yl]-2-fluorobenzamide